CC1=CC(C2=CC(=CC=C2C1=O)S(=O)(=O)O)(S(=O)(=O)O)O.[Na] sodium 3-methyl-4-oxo-1-hydroxy-1,7-naphthalenedisulfonic acid